C[C@@H]1CC[C@H]([C@H]2[C@]13[C@@H]2C(=C)CC3)C(C)C The molecule is a tricyclic sesquiterpene, a constituent of the leaf oil cubebene obtained from a variety of species of flowering plant. It has a role as a plant metabolite. It is a sesquiterpene and a carbotricyclic compound.